CN1N=C2[C@@H](N(CCC2=C1C1=CC(=NN1C)C(F)(F)F)C(=O)C1=C2C(=NC=C1F)N(C=C2)C)C (S)-(2,7-Dimethyl-3-(1-methyl-3-(trifluoromethyl)-1H-pyrazol-5-yl)-2,4,5,7-tetrahydro-6H-pyrazolo[3,4-c]pyridin-6-yl)(5-fluoro-1-methyl-1H-pyrrolo[2,3-b]pyridin-4-yl)methanone